(E)-3-(1-(2-bromo-4-fluorophenyl)-3,3,3-trifluoroprop-1-en-2-yl)-6-fluoro-2-(trifluoromethyl)benzofuran BrC1=C(C=CC(=C1)F)\C=C(\C(F)(F)F)/C1=C(OC2=C1C=CC(=C2)F)C(F)(F)F